lithium calcium phosphorus sulfide [P]=S.[Ca].[Li]